OC1=C(C=C(C(=C1CO)CCCCCCC\C=C\C\C=C\CC=C)CO)CO (2-hydroxy-4-((8E,11E)-pentadeca-8,11,14-trien-1-yl)benzene-1,3,5-triyl)trimethanol